BrC(CCCC1=C(C=CC=C1)C1=CC=C(C=C1)C#N)CC 4-bromo-n-hexyl-4'-cyanobiphenyl